N=1N=C(NC1)C1=CC=C(C=C1)N1N=NC=2C1=NC=C(C2)C(=O)N2C[C@H](CCC2)C (S)-(3-(4-(4H-1,2,4-triazol-3-yl)phenyl)-3H-[1,2,3]triazolo[4,5-b]pyridin-6-yl)(3-methylpiperidin-1-yl)methanone